tetracyclo[2.2.0.01,3.02,6]hexane C123C4C1C3CC42